NC(C)C=1C=C(C=C2C(N(C(=NC12)N1CC(CC1)(C)C)C)=O)C 8-(1-aminoethyl)-2-(3,3-dimethylpyrrolidin-1-yl)-3,6-dimethyl-quinazolin-4-one